CC=1C(=NN(C1)COCC[Si](C)(C)C)C1CNCCC1 3-(4-methyl-1-((2-(trimethylsilyl)ethoxy)methyl)-1H-pyrazol-3-yl)piperidine